[Si](C)(C)(C(C)(C)C)OCCOC(=O)C1OC(C(C1)C)(C(F)(F)F)C 4,5-dimethyl-5-(trifluoromethyl)tetrahydrofuran-2-carboxylic acid 2-[tert-butyl (dimethyl) silyl]Oxyethyl ester